(S)-2-Cyclopropyl-7-(2-cyclopropyl-benzyl)-5-[1-(2-fluoro-6-methyl-phenyl)-piperidin-4-yl]-4-methyl-2,4,5,7-tetrahydro-pyrazolo[3,4-d]pyrimidin-6-on C1(CC1)N1N=C2N(C(N([C@H](C2=C1)C)C1CCN(CC1)C1=C(C=CC=C1C)F)=O)CC1=C(C=CC=C1)C1CC1